CN(C1=NC=CC(=C1)B(O)O)C (2-(dimethylamino)pyridin-4-yl)boronic acid